C1(CCCCC1)CN1CCN(CC1)C=1SC2=C(C(C1)=O)C=C(C=C2[N+](=O)[O-])C(F)(F)F 2-(4-(cyclohexylmethyl)piperazine-1-yl)-6-(trifluoromethyl)-8-nitro-benzothiopyran-4-one